3-(5-(5-(6-oxa-3-azabicyclo[3.1.1]heptan-3-yl)pent-1-yn-1-yl)-2-methyl-4-oxoquinazolin-3(4H)-yl)piperidine-2,6-dione C12CN(CC(O1)C2)CCCC#CC2=C1C(N(C(=NC1=CC=C2)C)C2C(NC(CC2)=O)=O)=O